O[C@@H](C)C=1N(C=CN1)CC1=NOC(=C1)C1=CC=C(C=C1)C#CC1=CC=C(OCCC#N)C=C1 (S)-3-(4-((4-(3-((2-(1-hydroxyethyl)-1H-imidazol-1-yl)methyl)isoxazol-5-yl)phenyl)ethynyl)phenoxy)propanenitrile